N-(2-chloro-3'-(3-hydroxyoxetan-3-yl)-2'-methyl-[1,1'-biphenyl]-3-yl)-1,5-dimethyl-4,5,6,7-tetrahydro-1H-imidazo[4,5-c]Pyridine-2-formamide ClC1=C(C=CC=C1NC(=O)C=1N(C2=C(CN(CC2)C)N1)C)C1=C(C(=CC=C1)C1(COC1)O)C